C(#N)C1=C(C=CC(=C1)F)SC=1C=2N(C=C(C1)C=1C=NN(C1C)[C@@H]1CN(CCC1)C1=NC=CC=N1)N=CC2C#N (S)-4-((2-cyano-4-fluorophenyl)thio)-6-(5-methyl-1-(1-(pyrimidin-2-yl)piperidin-3-yl)-1H-pyrazol-4-yl)pyrazolo[1,5-a]pyridine-3-carbonitrile